tert-butyl 8-(3-(4-cyanophenyl) pyrazolo[1,5-a]pyrimidin-6-yl)-6-methyl-5-oxo-3,4,5,6-tetrahydro-2,6-naphthyridine-2(1H)-carboxylate C(#N)C1=CC=C(C=C1)C=1C=NN2C1N=CC(=C2)C2=CN(C(C=1CCN(CC21)C(=O)OC(C)(C)C)=O)C